N-(15-hydroxy-5,8,11,13-eicosatetraenoyl)glycine OC(C=CC=CCC=CCC=CCCCC(=O)NCC(=O)O)CCCCC